tert-butyl 3-(methanesulfonyloxy)pyrrolidine-1-carboxylate CS(=O)(=O)OC1CN(CC1)C(=O)OC(C)(C)C